aminopropyltriethoxy-silane NCCC[Si](OCC)(OCC)OCC